2-(fluoromethyl)azetidin FCC1NCC1